N[C@@H](C(=O)N1C[C@@H](CCC1)N1N=C(C=2C1=NC=NC2N)C2=CC=C(C=C2)OC2=CC=CC=C2)[C@@H](CC)C (2R,3R)-2-amino-1-((R)-3-(4-amino-(4-phenoxyphenyl)-1H-pyrazolo[3,4-d]pyrimidin-1-yl)piperidin-1-yl)-3-methylpentan-1-one